C1(CC1)C=1N=NN(C1)[C@H](C(=O)N1[C@@H](C[C@H](C1)O)C(=O)NCC(C)(C)C1=NC=CC=C1F)C(C)(C)C (2S,4r)-1-[(2S)-2-(4-cyclopropyl-triazol-1-yl)-3,3-dimethyl-butyryl]-N-[2-(3-fluoro-2-pyridinyl)-2-methyl-propyl]-4-hydroxy-pyrrolidine-2-carboxamide